O.OC1=C(C(=O)O)C(=CC(=C1)O)O 2,4,6-Trihydroxybenzoic acid hydrate